Cl.ClC1=C(C=CC=C1Cl)N1CCN(CC1)CCC1CCC(CC1)N (1R,4R)-4-(2-(4-(2,3-dichlorophenyl)piperazin-1-yl)ethyl)cyclohexane-1-amine hydrochloride